(S)-2-(3-fluoropiperidin-1-yl)-5-(4,4,5,5-tetramethyl-1,3,2-dioxaborolan-2-yl)pyrimidine F[C@@H]1CN(CCC1)C1=NC=C(C=N1)B1OC(C(O1)(C)C)(C)C